N-[4-(6-Chloropyridin-3-yl)-3-sulfamoylphenyl]-2-[4-(difluoromethyl)phenyl]Acetamide ClC1=CC=C(C=N1)C1=C(C=C(C=C1)NC(CC1=CC=C(C=C1)C(F)F)=O)S(N)(=O)=O